FC=1C=C2C(=NC(=NC2=CC1)C)N1CC=2C=C(C=NC2CC1)C1=CN=C(S1)C 5-[6-(6-fluoro-2-methyl-quinazolin-4-yl)-7,8-dihydro-5H-1,6-naphthyridin-3-yl]-2-methyl-thiazole